4-bromo-1-chloro-3-methyl-6,7,8,9-tetrahydro-5H-pyrido[3,4-b]indole BrC1=C(N=C(C=2NC=3CCCCC3C21)Cl)C